C(C)(C)C1=C(NC2=CC=C(C=C12)C1CCN(CC1)C(CN1C(CCC1)=O)=O)C=1C=C(C(N(C1)C)=O)C 5-(3-isopropyl-5-(1-(2-(2-oxopyrrolidin-1-yl)acetyl)piperidin-4-yl)-1H-indol-2-yl)-1,3-dimethylpyridin-2(1H)-one